1-(3-cyclopropyl-1-(6-(3,5-dimethylisoxazol-4-yl)-3,4-dihydroquinolin-1(2H)-yl)-5,6-dihydroimidazo[1,5-a]pyrazin-7(8H)-yl)ethan-1-one C1(CC1)C1=NC(=C2N1CCN(C2)C(C)=O)N2CCCC1=CC(=CC=C21)C=2C(=NOC2C)C